[Br-].[Br-].C(CCCCCCC\C=C/CCCCCCCC)(=O)OCC[NH2+]CC[NH2+]CCOC(CCCCCCC\C=C/CCCCCCCC)=O N,N'-bis{2-[(9Z)-octadec-9-enoyloxy]Ethyl}ethane-1,2-diaminium dibromide